1,3-dichloro-7-methoxyisoquinoline ClC1=NC(=CC2=CC=C(C=C12)OC)Cl